NC1=C(C=CC=C1F)C(C)=O 1-(2-amino-3-fluorophenyl)ethan-1-one